C1=CC=CC=2C3=CC=CC=C3N(C12)C=1C(=C(C(=NC1N1C2=CC=CC=C2C=2C=CC=CC12)N1C2=CC=CC=C2C=2C=C(C=CC12)N(C1=CC=CC=C1)C1=CC=CC=C1)N1C2=CC=CC=C2C=2C=C(C=CC12)N(C1=CC=CC=C1)C1=CC=CC=C1)C1=CC=NC=C1 9,9'-(5,6-di(9H-carbazol-9-yl)-[4,4'-bipyridine]-2,3-diyl)bis(N,N-diphenyl-9H-carbazol-3-amine)